2-(3,6-diazabicyclo[3.1.1]heptan-3-yl)-7-(thiazol-2-yl)benzo[d]oxazole-5-sulfonamide C12CN(CC(N1)C2)C=2OC1=C(N2)C=C(C=C1C=1SC=CN1)S(=O)(=O)N